(S)-7-(2-benzyl-3-chloro-7-oxo-2,4,5,7-tetrahydro-6H-pyrazolo[3,4-c]pyridin-6-yl)-2-cyclopropyl-9-methyl-6,7-dihydrothiazolo[5',4':4,5]benzo[1,2-b][1,4]oxazepin-8(9H)-one C(C1=CC=CC=C1)N1N=C2C(N(CCC2=C1Cl)[C@@H]1C(N(C2=C(OC1)C=C1C(=C2)SC(=N1)C1CC1)C)=O)=O